N-(5-mercapto-1,3,4-thiadiazole-2-yl)-4-nitrobenzamide SC1=NN=C(S1)NC(C1=CC=C(C=C1)[N+](=O)[O-])=O